11-(2,4-dimethoxybenzyl)-11H-benzo[b]pyrido[3,2-f]azepine COC1=C(CN2C3=C(C=CC4=C2N=CC=C4)C=CC=C3)C=CC(=C1)OC